NC1=NC2=CC=C(C=C2C=C1C)C(=O)N(CC1=NC=C(C=C1)C(F)(F)F)C1CC=2C=NC(=NC2CC1)N 2-amino-N-(2-amino-5,6,7,8-tetrahydroquinazolin-6-yl)-3-methyl-N-[[5-(trifluoromethyl)-2-pyridyl]methyl]quinoline-6-carboxamide